C[C@H]1COCCN1CCCC (R)-4-((S)-3-methylmorpholino)butane